[Ce+3].N[C@@H](CC(=O)[O-])C(=O)[O-].N[C@@H](CC(=O)[O-])C(=O)[O-].N[C@@H](CC(=O)[O-])C(=O)[O-].[Ce+3] aspartic acid, Cerium salt